C(C)N(C=1SC=C(N1)B(O)O)CC 2-(DIETHYLAMINO)THIAZOLE-4-BORONIC ACID